FC1=C(C=CC=C1F)C(C(=O)O)(C)C 2-(2,3-Difluorophenyl)-2-methylpropanoic acid